6-[5-bromo-4-(2-methylcarbamoyl-phenylamino)-pyrimidin-2-ylamino]-2,2-dimethyl-1,2,3,4-tetrahydro-isoquinolinium iodide [I-].BrC=1C(=NC(=NC1)NC=1C=C2CC[N+](CC2=CC1)(C)C)NC1=C(C=CC=C1)C(NC)=O